C1=CC=CC2=CC=C(C=C12)C=O 7-naphthaldehyde